C(C1=CC=CC=C1)OC(=O)NCC[C@@H](C)CS(=O)(=O)O.OCC1=CN=CC(=N1)C1=NN(C2=CC=C(C=C12)O[C@H](CCNC(OCC1=CC=CC=C1)=O)C)C1OCCCC1 benzyl N-[(3S)-3-[3-[6-(hydroxymethyl)pyrazin-2-yl]-1-tetrahydropyran-2-yl-indazol-5-yl]oxybutyl]carbamate [(1R)-3-(benzyloxycarbonylamino)-1-methyl-propyl]methanesulfonate